Methyl normal pentyl ketone C(CCCC)C(=O)C